1-methyl-1H-pyrazol-3-carboxamid CN1N=C(C=C1)C(=O)N